C(#N)C1=CC(=C(OC2=C(C(=O)O)C=CC=C2)C=C1)F (4-Cyano-2-fluorophenoxy)benzoic acid